CC1=CC(=NC=C1)C1CC1 (4-methylpyridin-2-yl)cyclopropane